(3-bromophenyl)pentafluoro-lambda6-Sulfane BrC=1C=C(C=CC1)S(F)(F)(F)(F)F